Cl.NC(=N)NNC(=N)N biguanidine HCl